SC1=NC2=CC=CC=C2C(=N1)NC1=CC=C(C#N)C=C1 4-((2-mercaptoquinazolin-4-yl)amino)benzonitrile